1-(6-(3-(1-(benzyloxy)-2-methylpropan-2-yl)-1H-pyrazole-5-carbonyl)-2,6-diazaspiro[3.3]heptan-2-yl)-2,2-dimethylpropan-1-one C(C1=CC=CC=C1)OCC(C)(C)C1=NNC(=C1)C(=O)N1CC2(CN(C2)C(C(C)(C)C)=O)C1